(1R,3S)-3-(3-((1,1-dioxido-3,4-dihydro-2H-benzo[e][1,2]thiazin-6-yl)amino)-1H-pyrazol-5-yl)cyclopentyl isopropylcarbamate C(C)(C)NC(O[C@H]1C[C@H](CC1)C1=CC(=NN1)NC=1C=CC2=C(CCNS2(=O)=O)C1)=O